Cl.N1C=C(C2=CC=CC=C12)CCNC=1N=C(C(=NC1C1=CC=C(C=C1)C)C(=O)NC(N)=N)N 5-((2-(1H-indol-3-yl)ethyl)amino)-3-amino-N-carbamimidoyl-6-(p-tolyl)pyrazine-2-carboxamide hydrochloride